2-chloro-1-(4-(phenylsulfonyl)piperazin-1-yl)ethanone ClCC(=O)N1CCN(CC1)S(=O)(=O)C1=CC=CC=C1